N-[[6-(4-oxopentanoyl)-6-azaspiro[2.5]octan-2-yl]methyl]furo[2,3-c]pyridine-2-carboxamide O=C(CCC(=O)N1CCC2(C(C2)CNC(=O)C2=CC=3C(=CN=CC3)O2)CC1)C